C1(=CC=CC=C1)[Si](F)(C)C phenyldimethyl-fluorosilane